(racemic)-(2s,4S)-2-((3R,4R)-3-Methyl-4-(3-methyl-4-(trifluoromethyl)phenyl)piperidine-1-carbonyl)-7-oxa-5-azaspiro[3.4]octan-6-one C[C@H]1CN(CC[C@H]1C1=CC(=C(C=C1)C(F)(F)F)C)C(=O)C1CC2(C1)NC(OC2)=O |r|